C1(=CC=C(C=C1)N1N=C(C=C1)C(=O)N)C 1-(p-tolyl)-1H-pyrazole-3-carboxamide